N1=CC=C(C=C1)S(=O)(=O)NC1=CC2=C(N=C(O2)NC(=O)C2CCN(CC2)CCC(=O)O)C=C1 3-(4-((6-(pyridine-4-sulfonamido)benzo[d]oxazol-2-yl)carbamoyl)piperidin-1-yl)propanoic acid